P(O)(=O)(OP(=O)(O)OP(=O)(O)O)OC[C@@H]1[C@H]([C@H]([C@@H](O1)N1C(=O)NC(=O)C=C1)N=[N+]=[N-])O.C(C1CO1)OCCC[Si](OC)(OC)OC (3-(2,3-Epoxypropoxy)propyl)trimethoxysilane 2'-azido-2'-deoxyuridine-5'-triphosphate